cyclopentene-1-methanol C1(=CCCC1)CO